2-(Dimethylamino)-2-(4-methylbenzyl)-1-[4-morpholin-4-yl-phenyl]butan-1-one CN(C(C(=O)C1=CC=C(C=C1)N1CCOCC1)(CC)CC1=CC=C(C=C1)C)C